C(C)(C)(C)OC(=O)N1CCC(CC1)NC1=C(C=C(C=C1)C=1C(=NOC1C)C)[N+](=O)[O-] 4-((4-(3,5-Dimethylisoxazol-4-yl)-2-nitrophenyl)amino)piperidine-1-carboxylic acid tert-butyl ester